2,3-dichloro-6-(trifluoromethyl)benzaldehyde ClC1=C(C=O)C(=CC=C1Cl)C(F)(F)F